Bis(2-ethylbutyl) 7,7'-((4-(2-(4-(2-((4-(bis(2-hydroxy-7-(isopentyloxy)-7-oxoheptyl)amino)butyl)disulfaneyl)ethyl)piperazin-1-yl)ethoxy)-4-oxobutyl)azanediyl)bis(6-hydroxyheptanoate) OC(CN(CCCCSSCCN1CCN(CC1)CCOC(CCCN(CC(CCCCC(=O)OCC(CC)CC)O)CC(CCCCC(=O)OCC(CC)CC)O)=O)CC(CCCCC(OCCC(C)C)=O)O)CCCCC(=O)OCCC(C)C